O=C1C=C(N=C(N1)C=1C=C(CC(C(=O)N)(C)C)C=CC1C(F)(F)F)C=1C=NC(=CC1)C(F)(F)F (3-{6-oxo-4-[6-(trifluoromethyl)pyridin-3-yl]-1,6-dihydropyrimidin-2-yl}-4-(trifluoromethyl)benzyl)isobutyramide